C(C)(=O)C=1C=C(C=CC1)NC(=O)NC=1C=C2C(N(C(N(C2=CC1)CCN1CCCCC1)=O)CCOCC)=O 1-(3-Acetylphenyl)-3-(3-(2-ethoxyethyl)-2,4-dioxo-1-(2-(piperidin-1-yl)ethyl)-1,2,3,4-tetrahydroquinazolin-6-yl)urea